4-(3-((1-(4-chlorophenyl)-2-(4-methyl-6-(trifluoromethoxy)indolin-1-yl)-2-oxoethyl)amino)-5-methoxyphenoxy)butanoic acid ClC1=CC=C(C=C1)C(C(=O)N1CCC2=C(C=C(C=C12)OC(F)(F)F)C)NC=1C=C(OCCCC(=O)O)C=C(C1)OC